IC1=C(C(=O)NC23CC(C2)(C3)C(F)(F)F)C=C(C=C1)C(F)(F)F 2-iodo-5-(trifluoromethyl)-N-[3-(trifluoromethyl)-1-bicyclo[1.1.1]pentanyl]benzamide